6-chloro-N-methylnicotinamide ClC1=NC=C(C(=O)NC)C=C1